[Si](C1=CC=CC=C1)(C1=CC=CC=C1)(C(C)(C)C)OC[C@@H]1[C@H](C1)CCCCC(=O)O 5-((1S,2S)-2-(((tert-butyldiphenylsilyl)oxy)methyl)cyclopropyl)pentanoic acid